NCC1=CC=C(C=C1)NC=1C=NC(=NC1)N1CCC(CC1)C(F)(F)F N-(4-(aminomethyl)phenyl)-2-(4-(trifluoromethyl)piperidin-1-yl)pyrimidin-5-amine